C(#N)C1=CC=C(CCNC(=O)C=2N=C(SC2)C#C)C=C1 N-(4-cyanophenethyl)-2-ethynylthiazole-4-carboxamide